C(C)(C)(C)NC1=NC(=NC=C1C(=O)N)SC 4-(tert-butylamino)-2-(methylthio)pyrimidine-5-carboxamide